1-[3-cyano-4-(prop-2-en-1-yl)furan-2-yl]methanamine C(#N)C1=C(OC=C1CC=C)CN